N[C@@H]1[C@@H](OCC12CCN(CC2)C=2N=CC(=NC2)SC=2C(=C1C(N(C=NC1=CC2)CC2=C(C=CC=C2)F)=O)Cl)C 6-((5-((3S,4S)-4-amino-3-methyl-2-oxa-8-azaspiro[4.5]decan-8-yl)pyrazin-2-yl)thio)-5-chloro-3-(2-fluorobenzyl)quinazolin-4(3H)-one